(2S,4r)-N-[2-(4-acetamidophenyl)ethyl]-1-[(2S)-2-(4-cyclopropyltriazol-1-yl)-3,3-dimethyl-butyryl]-4-hydroxy-pyrrolidine-2-carboxamide C(C)(=O)NC1=CC=C(C=C1)CCNC(=O)[C@H]1N(C[C@@H](C1)O)C([C@H](C(C)(C)C)N1N=NC(=C1)C1CC1)=O